[2-[[4-(3-bromophenyl)-5-oxo-1,2,4-triazol-1-yl]methyl]-3,3-difluoro-allyl]carbamic acid tert-butyl ester C(C)(C)(C)OC(NCC(=C(F)F)CN1N=CN(C1=O)C1=CC(=CC=C1)Br)=O